tert-butyl 7-(5-chloro-2-(3-(6-chloro-5-cyano-2-methyl-4-oxopyrido[3,4-d]pyrimidin-3(4H)-yl)prop-1-yn-1-yl)phenyl)thieno[3,2-b]pyridine-3-carboxylate ClC=1C=CC(=C(C1)C1=C2C(=NC=C1)C(=CS2)C(=O)OC(C)(C)C)C#CCN2C(=NC1=C(C2=O)C(=C(N=C1)Cl)C#N)C